6-((endo-8-Azabicyclo[3.2.1]octan-3-yl)oxy)-N-(4-([1,2,4]triazolo[1,5-a]pyridin-7-yloxy)-3-methylphenyl)-7-methoxy-quinazolin-4-amine C12CC(CC(CC1)N2)OC=2C=C1C(=NC=NC1=CC2OC)NC2=CC(=C(C=C2)OC2=CC=1N(C=C2)N=CN1)C